3-(5-((7-(cyclopropylamino)heptyl)thio)-1-oxoisoindolin-2-yl)piperidine-2,6-dione C1(CC1)NCCCCCCCSC=1C=C2CN(C(C2=CC1)=O)C1C(NC(CC1)=O)=O